C1N(CCC2=CC=CC=C12)[C@H]1[C@@H](CN(CC1)C1=NC=NC(=C1)NC1=NC(=CC=C1)N1CCCC1)O trans-4-(3,4-dihydroisoquinolin-2(1H)-yl)-1-(6-((6-(pyrrolidin-1-yl)pyridin-2-yl)amino)pyrimidin-4-yl)piperidin-3-ol